5-(5-(cyclopropylcarbamoyl)-2-methylphenyl)-2-((1-hydroxy-2-methylpropan-2-yl)amino)nicotinamide C1(CC1)NC(=O)C=1C=CC(=C(C1)C=1C=NC(=C(C(=O)N)C1)NC(CO)(C)C)C